disodium water O.[Na].[Na]